2-amino-1-(2-(3,4-difluorophenyl)-3-((4-fluoro-3-(trifluoromethyl)phenyl)amino)-8,8-dimethyl-5,6-dihydroimidazo[1,2-a]pyrazin-7(8H)-yl)ethan-1-one NCC(=O)N1C(C=2N(CC1)C(=C(N2)C2=CC(=C(C=C2)F)F)NC2=CC(=C(C=C2)F)C(F)(F)F)(C)C